[I-].C1(=CC=CC=C1)[N+]1=CN(C2=C1C=CC=C2)C2=CC=CC=C2 1,3-diphenyl-benzimidazolium iodide